C(C)(C)(C)OC(=O)N1CSC2=C(C1)C=CC=C2C2=C(C=C(C(=C2)N2CCOCC2)C(=O)OC)F 8-(2-Fluoro-4-methoxycarbonyl-5-morpholin-4-ylphenyl)-2,4-dihydro-1,3-benzothiazine-3-carboxylic acid tert-butyl ester